N=1N(N=C2C1C=CC=C2)C2=C(C(=CC(=C2)C)C(C)(C)C)O 2-(2H-benzotriazol-2-yl)-4-methyl-6-t-butylphenol